O=C1NC(CCC1NC1=CC=C(C=C1)CC(=O)N(CC(=O)OC(C)(C)C)C)=O tert-butyl 2-[[2-[4-[(2,6-dioxo-3-piperidyl)amino]phenyl]acetyl]-methyl-amino]acetate